N=1N(N=CC1)C1=C(C=CC=C1)C(=O)N1[C@@H]2[C@@H](C[C@H](C1)C2)OC2=NC=C(C=C2)Cl (2-(2H-1,2,3-triazol-2-yl)phenyl)((1S,4R,6R)-6-((5-chloropyridin-2-yl)oxy)-2-azabicyclo[2.2.1]Hept-2-yl)methanone